1-(3-cyano-2-pyridinyl)-8-chloro-6-fluoro-1,4-dihydro-7-pyrrolidinyl-4-oxo-3-quinolinecarboxylic acid C(#N)C=1C(=NC=CC1)N1C=C(C(C2=CC(=C(C(=C12)Cl)N1CCCC1)F)=O)C(=O)O